BrC=1C=C(C(=C(C1)N1C(CCC1C(F)F)=O)[N+](=O)[O-])F 1-(5-bromo-3-fluoro-2-nitrophenyl)-5-(difluoromethyl)pyrrolidin-2-one